[Cl-].[N+](=O)([O-])[O-].[Ag+2] silver nitrate, chloride salt